tert-Butyl (5S,8S,11S)-8-(2-(tert-butoxy)-2-oxoethyl)-5-(naphthalen-2-ylmethyl)-3,6,9-trioxo-1-phenyl-11-(phenylcarbamoyl)-2-oxa-4,7,10-triazatetradecan-14-oate C(C)(C)(C)OC(C[C@H](NC([C@@H](NC(OCC1=CC=CC=C1)=O)CC1=CC2=CC=CC=C2C=C1)=O)C(N[C@@H](CCC(=O)OC(C)(C)C)C(NC1=CC=CC=C1)=O)=O)=O